NC=1C(=CC(=NC1)C(F)(F)F)NC(C1=CC(=CC=C1)NC1=NC=C(N=C1)C1=NC=CC=C1)=O N-(5-amino-2-(trifluoromethyl)pyridin-4-yl)-3-((5-(pyridin-2-yl)pyrazin-2-yl)amino)benzamide